CNC1CCC(CC1)N(C)C N1,N4,N4-Trimethyl-1,4-cyclohexandiamin